NC(CC(=O)O)C(NCCCC=1OC=CC1)=O 3-amino-3-{[3-(furan-2-yl)propyl]carbamoyl}propanoic acid